C(CCC)C1(CS(C2=C(N(C1)C1=CC=C(C=C1)F)C=C(C(=C2)OC[C@H](C(=O)O)OC)SC)(=O)=O)CCCC |r| racemic-3-((3,3-dibutyl-5-(4-fluorophenyl)-7-(methylsulfanyl)-1,1-dioxo-2,3,4,5-tetrahydro-1,5-benzothiazepin-8-yl)oxy)-2-methoxypropionic acid